2,4-dithiol monosodium [Na].C=1SCSC1